(+/-)-(1R,2R)-2-methyl-N-[(5-{4-[(1-methylpiperidin-4-yl)amino]-1-(2,2,2-trifluoroethyl)-1H-indol-2-yl}-1,3,4-thiadiazol-2-yl)methyl]cyclopropane-1-carboxamide C[C@H]1[C@@H](C1)C(=O)NCC=1SC(=NN1)C=1N(C2=CC=CC(=C2C1)NC1CCN(CC1)C)CC(F)(F)F |r|